C(#N)C=1C=CC=C2NC[C@@H](NC12)[C@@H](C1=CC=CC=C1)NCCC1=C(C=C(C=C1)CC(=O)O)OC 2-(4-(2-(((R)-((R)-8-cyano-1,2,3,4-tetrahydroquinoxalin-2-yl)(phenyl)methyl)amino)ethyl)-3-methoxyphenyl)acetic acid